5-(1-(trans-4-((tert-butyldiphenylsilyl)oxy)cyclohexyl)-1-hydroxypropanyl)-2-(4-chlorobenzoyl)-3-fluorobenzoic acid [Si](C1=CC=CC=C1)(C1=CC=CC=C1)(C(C)(C)C)O[C@@H]1CC[C@H](CC1)C(CC)(O)C=1C=C(C(=C(C(=O)O)C1)C(C1=CC=C(C=C1)Cl)=O)F